N1(CCNCC1)C1=NC=2CN3CCN(C[C@@H]3C2C=C1)C1=C2C=CC=NC2=C(C=C1)C#N 5-[(2S)-11-piperazin-1-yl-4,7,10-triazatricyclo[7.4.0.02,7]trideca-1(9),10,12-trien-4-yl]quinoline-8-carbonitrile